OCC(CO)NC(=O)C1=CC2=CC=CC(=C2C=C1)C1=CC=C(C=C1)C(F)(F)F N-(1,3-dihydroxy-propan-2-yl)-5-(4-(trifluoromethyl)phenyl)-2-naphthamide